1-[3,5-bis(trifluoromethyl)phenyl]-3-[(3R*,4R*)-3-(4-chlorophenyl)piperidin-4-yl]-1,3-dimethylurea monohydrochloride Cl.FC(C=1C=C(C=C(C1)C(F)(F)F)N(C(=O)N(C)[C@H]1[C@@H](CNCC1)C1=CC=C(C=C1)Cl)C)(F)F |o1:18,19|